C(CCCCCCCCCCCCCCCCCC)C1=NC(=CC=C1)CCCCCCCCCCCCCCCCCCC 2,6-di(Nonadecyl)Pyridine